5,6-difluoro-3-(dicyanomethylene)indolone nitrogen [N].FC=1C=C2C(C(NC2=CC1F)=O)=C(C#N)C#N